(S)-N-(2-Fluoro-4-methyl-5-(6-morpholino-3,4-dihydro-1H-pyrano[4',3':4,5]imidazo[1,2-a]pyridin-8-yl)phenyl)-3-(2,2,2-trifluoroethyl)pyrrolidine-1-carboxamide FC1=C(C=C(C(=C1)C)C=1C=C(C=2N(C1)C1=C(N2)CCOC1)N1CCOCC1)NC(=O)N1C[C@@H](CC1)CC(F)(F)F